FC1(CCN(CC1)C1=NC=2C(=CC(=CC2C=2N1C=C(N2)C(F)(F)F)C)C(C)NC2=C(C(=O)NO)C=CC=C2)F 2-((1-(5-(4,4-difluoropiperidin-1-yl)-9-methyl-2-(trifluoromethyl)imidazo[1,2-c]quinazolin-7-yl)ethyl)amino)-N-hydroxybenzamide